CC1=C(OC2=CC(=NC=N2)OC2=C(C=CC=C2)/C(/C(=O)OC)=C\OC)C=CC=C1 methyl (E)-2-[2-[6-(2-methylphenoxy)pyrimidin-4-yloxy]phenyl]-3-methoxyacrylate